5-methyl-3-((6-methylpyridin-2-yl)methyl)-7-(2-morpholinoethoxy)-3,4a,5,9b-tetrahydro-4H-pyridazino[4,5-b]indol-4-one CN1C2C(C=3C=CC(=CC13)OCCN1CCOCC1)C=NN(C2=O)CC2=NC(=CC=C2)C